3-(2-(pentanoyloxy)-2,2-diphenylacetoxy)spiro[bicyclo[3.2.1]octane-8,1'-pyrrolidin]-8-ium chloride [Cl-].C(CCCC)(=O)OC(C(=O)OC1CC2CCC(C1)[N+]21CCCC1)(C1=CC=CC=C1)C1=CC=CC=C1